Rac-2-thioxopyridin-1(2H)-yl (5aR,6S,7R,8R,8aS)-3-chloro-5a-(4-cyanophenyl)-8,8a-dihydroxy-6-phenyl-5a,7,8,8a-tetrahydro-6H-cyclopenta[4,5]furo[3,2-b]pyridine-7-carboxylate ClC=1C=C2C(=NC1)[C@]1([C@@](O2)([C@@H]([C@H]([C@H]1O)C(=O)ON1C(C=CC=C1)=S)C1=CC=CC=C1)C1=CC=C(C=C1)C#N)O |r|